BrC1=CC(=C(C=C1)C(C#N)C)F 2-(4-bromo-2-fluorophenyl)propionitrile